ClCC1=CN=CS1.[Cl] chlorine 5-chloromethylthiazole